[Ru+2].Cl[C@@]1([C@@](CCCC1)(NS(=O)(=O)C1=CC=C(C)C=C1)C1=C(C=C(C=C1)C)C(C)C)N Chloro(p-methyl-isopropylphenyl)[(S,S)-N-(p-toluenesulfonyl)-1,2-cyclohexanediamine] ruthenium (II)